ClC1=C(OC=2C=C(C(NN2)=O)C(C)C)C(=CC(=C1)N1NC(NC1=O)(C)C)Cl 6-(2,6-Dichloro-4-(3,3-dimethyl-5-oxo-1,2,4-triazolan-1-yl)phenoxy)-4-isopropylpyridazin-3(2H)-one